FC=1C=C2C=CN(C2=C(C1)F)CC(C)N(C)C 5,7-difluoro-1H-indol-1-yl-N,N-dimethylpropan-2-amine